[C@H]12OC[C@H](N(C1)C[C@H](C1=NC=CC(=C1)S(=O)(=O)C1CC1)NC(=O)C=1SC(=CN1)C1=NC(=CN=C1)OCC)C2 N-((R)-2-((1R,4R)-2-oxa-5-azabicyclo[2.2.1]heptan-5-yl)-1-(4-(cyclopropanesulfonyl)pyridin-2-yl)ethyl)-5-(6-ethoxypyrazin-2-yl)thiazole-2-carboxamide